3-(4,6-diphenyl-1,3,5-triazin-2-yl)-4-(9-phenyl-9H-carbazol-3-yl)-2,5,6-tris(5H-pyrido[4,3-b]indol-5-yl)benzonitrile C1(=CC=CC=C1)C1=NC(=NC(=N1)C1=CC=CC=C1)C=1C(=C(C#N)C(=C(C1C=1C=CC=2N(C3=CC=CC=C3C2C1)C1=CC=CC=C1)N1C2=C(C=3C=CC=CC13)C=NC=C2)N2C1=C(C=3C=CC=CC23)C=NC=C1)N1C2=C(C=3C=CC=CC13)C=NC=C2